COC(=O)C1=NC(=C(N=C1N)C1=CC(=CC=C1)F)Cl 3-amino-6-chloro-5-(3-fluorophenyl)pyrazine-2-carboxylic acid methyl ester